ClC1=CC(=C(C=N1)B(O)O)C (6-chloro-4-methyl-3-pyridyl)boronic acid